tert-Butyl(2-((7-methyl-6-nitroquinolin-4-yl)oxy)ethyl)carbamate C(C)(C)(C)OC(NCCOC1=CC=NC2=CC(=C(C=C12)[N+](=O)[O-])C)=O